C(C)(C)NC(CC)=O N-isopropyl-propanamide